3,4-diamino-pyridine NC=1C=NC=CC1N